[Cl-].[Cl-].CC(C)P(C(C)C)CC[Ti+2]C1C(=C(C(=C1C)C)C)C (bis(1-methyl-ethyl)phosphino)ethyl-tetramethyl-cyclopentadienyl-titanium dichloride